Cl.C(C1=CC=CC=C1)C1=C(OCCCN2CCN(CC2)C)C=CC(=C1)C 1-(3-(2-benzyl-4-methylphenoxy)propyl)-4-methylpiperazine hydrochloride